C(C1=CC=CC=C1)OC1=NC(=CC=C1C1=CC=C2CCNCC2=C1)OCC1=CC=CC=C1 7-(2,6-bis(benzyloxy)pyridin-3-yl)-1,2,3,4-tetrahydroisoquinoline